C(C)(C)(C)C=1OC=NN1 2-tert-Butyl-1,3,4-oxadiazol